ClC1=C(OC[C@H]2NC(NC2)=O)C=C(C=C1C(=O)N1C(C=2C(CC1)=C(N(N2)C)C2=CC(=CC(=C2)F)F)C)F (4S)-4-[[2-chloro-3-[3-(3,5-difluorophenyl)-2,7-dimethyl-5,7-dihydro-4H-pyrazolo[3,4-c]pyridine-6-carbonyl]-5-fluoro-phenoxy]methyl]imidazolidin-2-one